BrC=1C=NC(=NC1)N1CCC(CC1)OC 5-Bromo-2-(4-methoxypiperidin-1-yl)pyrimidine